N-(bicyclo[1.1.1]pentan-1-yl)-2-methoxy-5-(5''-(methylsulfonamido)dispiro[cyclopropane-1,1'-cyclohexane-4',3''-indoline]-1''-carbonyl)benzenesulfonamide C12(CC(C1)C2)NS(=O)(=O)C2=C(C=CC(=C2)C(=O)N2CC1(C3=CC(=CC=C23)NS(=O)(=O)C)CCC2(CC1)CC2)OC